(e)-4-decenal C(CC\C=C\CCCCC)=O